Tert-Butyl 4-[(2-bromopyridin-3-yl)amino]piperidine-1-carboxylate BrC1=NC=CC=C1NC1CCN(CC1)C(=O)OC(C)(C)C